phenyl hydrogenphosphate P(=O)(O)(OC1=CC=CC=C1)[O-]